C1(=CC=CC2=CC=CC=C12)C1=CC=C(C2=CC=CC=C12)C1=CC2=CC=C(C=C2C=C1)B1OC(C(O1)(C)C)(C)C 2-([1,1':4',2''-ternaphthalen]-6''-yl)-4,4,5,5-tetramethyl-1,3,2-dioxaborolane